OCCCSC1=C(C=C2C(=N1)N(C=C2)COCC[Si](C)(C)C)C2=C(C=CC(=C2)C)S(=O)(=O)N [6-[(3-hydroxypropyl)sulfanyl]-1-[[2-(trimethylsilyl)ethoxy]methyl]-1H-pyrrolo[2,3-b]pyridin-5-yl]-4-methylbenzene-1-sulfonamide